C1(CC1)C1=NC(=CC(=C1)C1=NN(C=N1)\C=C\1/N(C(N(C1=O)CC=1C=NC(=NC1)C#N)=O)C)C(F)(F)F (Z)-5-((4-((3-(2-cyclopropyl-6-(trifluoromethyl)pyridin-4-yl)-1H-1,2,4-triazole-1-yl)methylene)-3-methyl-2,5-dioxoimidazolidin-1-yl)methyl)pyrimidine-2-carbonitrile